2,6,6-trimethyl-3-methylene-7-(3-oxobutylidene)oxepan CC1OC(C(CCC1=C)(C)C)=CCC(C)=O